C(C)(C)(C)C1=CC(=C(C=C1Cl)C=1NC=2C=CN=C(C2C(C1)=O)C(=O)NC)C 2-(4-tert-butyl-5-chloro-2-methyl-phenyl)-N-methyl-4-oxo-1H-1,6-naphthyridine-5-carboxamide